(E)-2-phenyl-vinyl alcohol C1(=CC=CC=C1)/C=C/O